methanesulfonamide Lithium [Li].CS(=O)(=O)N